(1S,1'S)-(-)-(2,7-di-tert-butyl-9,9-dimethyl-9H-xanthen-4,5-diyl)bis((4-methylphenyl)(phenyl)phosphine) C(C)(C)(C)C1=CC=2C(C3=CC(=CC(=C3OC2C(=C1)P(C1=CC=CC=C1)C1=CC=C(C=C1)C)P(C1=CC=CC=C1)C1=CC=C(C=C1)C)C(C)(C)C)(C)C